3-ethoxypropane-1,2-dithiol C(C)OCC(CS)S